NC1CN(C1)C(=O)C1=NC(=CC=C1C(F)F)N1C=NC2=C1C=C(C(=C2)NC=2N=NC(=CC2)C)OC(F)F (3-aminoazetidin-1-yl)-[6-[6-(difluoromethoxy)-5-[(6-methylpyridazin-3-yl)amino]benzimidazol-1-yl]-3-(difluoromethyl)-2-pyridyl]methanone